CNC(=O)C1=CC=C(C=N1)OC1CN(CC1)C(=O)OC(C)(C)C tert-Butyl 3-((6-(methylcarbamoyl)pyridin-3-yl)oxy)pyrrolidine-1-carboxylate